ClC1=CC=2N(C=C1)C=NC2CC(=O)NC2=NC=CC(=C2)NCC=2N=C1N(C=C(C=C1CO)C1CC1)C2 2-(7-chloroimidazo[1,5-a]pyridin-1-yl)-N-(4-(((6-cyclopropyl-8-(hydroxymethyl)imidazo[1,2-a]pyridin-2-yl)methyl)amino)pyridin-2-yl)acetamide